azepine-7(1H)-carboxylate N1C=CC=CC=C1C(=O)[O-]